NC=1SC(=C(N1)C)C(O)C1=CC(=C(C=C1)F)Cl (2-amino-4-methylthiazol-5-yl)(3-chloro-4-fluorophenyl)methanol